2-hydroxy-4-(4-methoxy-3-methylphenyl)-3-nitroquinoline OC1=NC2=CC=CC=C2C(=C1[N+](=O)[O-])C1=CC(=C(C=C1)OC)C